methyl 2-acetyl-4,5-dimethoxybenzoate C(C)(=O)C1=C(C(=O)OC)C=C(C(=C1)OC)OC